FC1(CN(C1)C=1N=CC(=NC1)C(=O)NC=1N=C(C=2N(C1)C=C(N2)C)OC)CNC 5-(3-fluoro-3-((methylamino)methyl)azetidin-1-yl)-N-(8-methoxy-2-methylimidazo[1,2-a]pyrazin-6-yl)pyrazine-2-carboxamide